C(C(C)C)C1=C(C=CC=C1OC)CS(=O)(=O)NC (2-Isobutyl-3-methoxy-phenyl)-N-methyl-methanesulfonamide